(1R,2R,5S)-2-[3-(p-tolylsulfonyloxy)propyl]-3-azabicyclo[3.1.0]hexane-3-carboxylic acid tert-butyl ester C(C)(C)(C)OC(=O)N1[C@@H]([C@@H]2C[C@@H]2C1)CCCOS(=O)(=O)C1=CC=C(C=C1)C